(E)-N-(4-(1-(4-(4-(2-(2-(2-((2-(2,6-dioxopiperidin-3-yl)-1,3-Dioxoisoindoline-4-yl)thio)ethoxy)ethoxy)acetyl)piperazin-1-yl)benzoyl)piperidin-4-yl)butyl)-3-(pyridin-3-yl)acrylamide O=C1NC(CCC1N1C(C2=CC=CC(=C2C1=O)SCCOCCOCC(=O)N1CCN(CC1)C1=CC=C(C(=O)N2CCC(CC2)CCCCNC(\C=C\C=2C=NC=CC2)=O)C=C1)=O)=O